C1(CCCCCC1)[C@@H](C(=O)NC1=CC=C(C=C1)C=1C(=NNC1C)C)NC(=O)C1=CC=NN1C(C=C)C=C (S)-N-(1-cycloheptyl-2-((4-(3,5-dimethyl-1H-pyrazol-4-yl)phenyl)amino)-2-oxoethyl)-1-(penta-1,4-dien-3-yl)-1H-pyrazole-5-carboxamide